methyl r-acetyl-5-(bromomethyl)-2H-spiro[1-benzofuran-3,4'-piperidine]-6-carboxylate C(C)(=O)N1CCC2(CC1)COC1=C2C=C(C(=C1)C(=O)OC)CBr